C(C1=CC=CC=C1)OC=1C=C2CCC(=C(C2=CC1)C1=C(C=C(C=C1C)N1CCC(CC1)C(OC)OC)F)Br 1-[4-(6-benzyloxy-2-bromo-3,4-dihydronaphthalen-1-yl)-3-fluoro-5-methyl-phenyl]-4-(dimethoxymethyl)piperidine